C(C1=CC=CC=C1)OC1=CC=C(C=C1)CC[C@@H](C(=O)OCCCN(CC(CCCCCCCCCC)O[Si](C(C)(C)C)(C)C)CC(CCCCCCCCCC)O[Si](C)(C)C(C)(C)C)NC(=O)OC(C)(C)C 3-(bis{2-[(tert-butyl)bis(methyl)siloxy]dodecyl}amino)propyl (S)-4-[p-(benzyloxy)phenyl]-2-[(tert-butyl)(oxycarbonylamino)]butyrate